5-bromo-2-cyclopropyl-pyridine BrC=1C=CC(=NC1)C1CC1